C1CCC12OC[C@@H](C2)COC2=NN=C(S2)N (R)-5-((5-oxaspiro(3.4)octane-7-yl)methoxy)-1,3,4-thiadiazol-2-amine